3-(trichlorosilyl)propylmethacrylate Cl[Si](CCCOC(C(=C)C)=O)(Cl)Cl